C(C)OC(=O)C=1C(=NC(=NC1)SC)NNC(C)C 4-(2-Isopropylhydrazino)-2-(methylthio)pyrimidine-5-carboxylic acid ethyl ester